C(C)(C)(C)OC(CC)=O 1-(tert-butoxy)-1-oxopropan